(R)-5-(4'-Difluoromethyl-2'-methoxy-3,4,5,6-tetrahydro-2H-[1,3']bipyridinyl-4-yl)-2,4-dimethyl-7-(2-trifluoromethyl-benzyl)-2,4,5,7-tetrahydro-pyrazolo[3,4-d]pyrimidin-6-on FC(C1=C(C(=NC=C1)OC)N1CCC(CC1)N1C(N(C=2C([C@H]1C)=CN(N2)C)CC2=C(C=CC=C2)C(F)(F)F)=O)F